C(=C)(C)C1=C(C=CC=C1)N(C=O)C1CCCCC1 N-(2-isopropenylphenyl)-cyclohexylformamide